2-chloro-N-(1-methylcyclopropyl)-3-[(1-methylpyrazol-4-yl)(2H2)methyl]-4-oxoquinazoline-6-sulfonamide ClC1=NC2=CC=C(C=C2C(N1C([2H])([2H])C=1C=NN(C1)C)=O)S(=O)(=O)NC1(CC1)C